ClC1=C(C(=CC(=C1)C(F)(F)F)Cl)N1N=C(C=2C1=NC(=CC2C(C)(F)F)O)C#N 1-(2,6-dichloro-4-(trifluoromethyl)phenyl)-4-(1,1-difluoroethyl)-6-hydroxy-1H-pyrazolo[3,4-b]pyridine-3-carbonitrile